N-acetyl-spermidine C(C)(=O)NCCCCNCCCN